(2S,3R,4R)-1-acetyl-2-cyclopropyl-4-((4-isopropylpyrimidin-2-yl)amino)-3-methyl-1,2,3,4-tetrahydroquinoline-6-carboxamide C(C)(=O)N1[C@H]([C@@H]([C@H](C2=CC(=CC=C12)C(=O)N)NC1=NC=CC(=N1)C(C)C)C)C1CC1